(S)-2-((1-(5-(bisphenylmethyl)-1-methyl-1,2,4-triazol-3-yl)ethyl)carbamoyl)-4-methoxypyridin-3-yl propionate C(CC)(=O)OC=1C(=NC=CC1OC)C(N[C@@H](C)C1=NN(C(=N1)C(C1=CC=CC=C1)C1=CC=CC=C1)C)=O